N-(4-(7-(cyclopentylamino)-5-((1,1-dioxidothiomorpholino)methyl)-1H-indole-2-yl)phenyl)acetamide C1(CCCC1)NC=1C=C(C=C2C=C(NC12)C1=CC=C(C=C1)NC(C)=O)CN1CCS(CC1)(=O)=O